N3-[(1S)-5-[2-(2-aminopyridin-3-yl)-7-methyl-5-(pyrazol-1-yl)imidazo[4,5-b]pyridin-3-yl]-2,3-dihydro-1H-inden-1-yl]-6-(benzyloxy)-N1-methoxy-N1-methylbenzene-1,3-dicarboxamide NC1=NC=CC=C1C1=NC=2C(=NC(=CC2C)N2N=CC=C2)N1C=1C=C2CC[C@@H](C2=CC1)NC(=O)C=1C=C(C(=CC1)OCC1=CC=CC=C1)C(=O)N(C)OC